1-ethyl-2,3-dihydro-1H-benzo[e][1,4]diazepin C(C)N1CCN=CC2=C1C=CC=C2